FC1=CC(=C(C=C1)C=1C(=NC(=CC1)C=1C=NN(C1)C)C1=NN2C(CNCC2)=C1)OCCOC 2-[3-[4-fluoro-2-(2-methoxyethoxy)phenyl]-6-(1-methylpyrazol-4-yl)-2-pyridyl]-4,5,6,7-tetrahydropyrazolo[1,5-a]pyrazine